NC1=NC=CC(=C1C#CC1CCCCC1)N1N=C(C2=CC=CC=C12)N (2-amino-3-(cyclohexylethynyl)pyridine-4-yl)-1H-indazol-3-amine